C(C)(C)(C)OC(COC1=CC(=CC=C1)C1=NN(C2=CC=C(C=C12)OCCCNC(=O)OC(C)(C)C)C1OCCCC1)=O.C1(=CC=CC=C1)N1C2=CC=CC=C2C=2C=CC(=CC12)C=1C=CC=2C=CC3=CC=C(C=C3C2C1)C1=CC=2N(C3=CC=CC=C3C2C=C1)C1=CC=CC=C1 3,6-bis(9-phenyl-9H-carbazol-2-yl)phenanthrene tert-butyl-2-[3-[5-[3-(tert-butoxycarbonylamino)propoxy]-1-tetrahydropyran-2-yl-indazol-3-yl]phenoxy]acetate